ClC1=NC=C2C(=CC(N(C2=C1F)C)=O)O 7-chloro-8-fluoro-4-hydroxy-1-methyl-1,6-naphthyridin-2(1H)-one